4-methyl-6-pentyl-7-phenyl-1,3-dihydro-2H-indene-2,2-dicarboxylic acid dimethyl ester COC(=O)C1(CC2=C(C(=CC(=C2C1)C)CCCCC)C1=CC=CC=C1)C(=O)OC